ClC1=CC=C(C[C@H]2CO[C@H](CN2C2CCC(CC2)C=2OC(=CN2)C)C(=O)NC)C=C1 (2R,5S)-5-(4-Chlorobenzyl)-N-methyl-4-(4-(5-methyloxazol-2-yl)cyclohexyl)morpholin-2-carboxamid